CN(C)CC=1N=C2N(N=CC=C2C=2C(=NN3C2CN(CC3)C(C)=O)C3=CC=C(C=C3)F)C1 1-(3-(2-((dimethylamino)methyl)imidazo[1,2-b]pyridazin-8-yl)-2-(4-fluorophenyl)-6,7-dihydropyrazolo[1,5-a]pyrazin-5(4H)-yl)ethan-1-one